Cl.N[C@@H](CCC(=O)O)C(=O)O monoglutamic acid hydrochloride